C(C1=CC=CC=C1)C1(C2=CC=CC=C2C2=CC=3C(C=4C=CC=CC4C(C3C=C21)=O)=O)CC2=CC=CC=C2 13,13-dibenzyl-6H-indeno[1,2-b]anthracene-6,11(13H)-dione